(1s,4s)-4-(3-bromoanilino)-2'-(3-methoxyphenyl)-2',3'-dihydrospiro[cyclohexane-1,1'-isoindole]-4-carboxylic acid BrC=1C=C(NC2(CCC3(N(CC4=CC=CC=C34)C3=CC(=CC=C3)OC)CC2)C(=O)O)C=CC1